3-(4-methylpiperazin-1-yl)-3-oxopropanenitrile CN1CCN(CC1)C(CC#N)=O